OC1=C(C=C(C=C1)C=CC1=CC(=C(C=C1)O)OC)OC 4,4'-dihydroxy-3,3'-dimethoxystilbene